(R)-1-(2-amino-2-oxoethyl)-6-fluoro-4-oxo-7-(2-((pyridin-2-yloxy)methyl)pyrrolidin-1-yl)-1,4-dihydroquinoline-3-carboxylic acid NC(CN1C=C(C(C2=CC(=C(C=C12)N1[C@H](CCC1)COC1=NC=CC=C1)F)=O)C(=O)O)=O